6-[[4-[[4-(2-fluorophenyl)piperazin-1-yl]methyl]phenyl]methyl]-1H-benzo[cd]indol-2-one FC1=C(C=CC=C1)N1CCN(CC1)CC1=CC=C(C=C1)CC=1C=2C3=C(C(NC3=CC1)=O)C=CC2